N-[(1R)-1-(3-hydroxy-5-methoxy-phenyl)ethyl]-2-methyl-benzamide OC=1C=C(C=C(C1)OC)[C@@H](C)NC(C1=C(C=CC=C1)C)=O